NC=1C=C(C=CC1F)NC1=NC=2N(C(=N1)C1=CN(C3=CC=CC=C13)C)N=CC2 2-(3-amino-4-fluorophenylamino)-4-(1-methylindol-3-yl)pyrazolo[1,5-a][1,3,5]Triazine